phenyl 4-(4-{5-[(1S)-1-{[(S)-tert-butylsulfinyl]amino}ethyl]pyridin-2-yl}tetrahydro-2H-pyran-4-yl)piperazine-1-carboxylate C(C)(C)(C)[S@](=O)N[C@@H](C)C=1C=CC(=NC1)C1(CCOCC1)N1CCN(CC1)C(=O)OC1=CC=CC=C1